1-[1-[5-(1-amino-1-methyl-ethyl)-2-pyridyl]pyrazol-3-yl]-3-[(4S)-8-chlorochroman-4-yl]urea NC(C)(C)C=1C=CC(=NC1)N1N=C(C=C1)NC(=O)N[C@H]1CCOC2=C(C=CC=C12)Cl